(Z)-N-hydroxy-6-(4-(4-fluoro-2-methoxybenzylidene)-2,5-dioxoimidazolidin-1-yl)hexanamide iodine [I].ONC(CCCCCN1C(N\C(\C1=O)=C/C1=C(C=C(C=C1)F)OC)=O)=O